O[C@@H](C(=O)O)[C@@H](CC)C 2(R)-hydroxy-3(R)-methylpentanoic acid